4,6,4'-trihydroxybenzophenone OC1=CC=C(C(=O)C2=CC=C(C=C2)O)C(=C1)O